C1=CC=CC2=CC3=CC=CC=C3C(=C12)COC=1C(=C(C=O)C(=CC1C)C)C 3-(anthracen-9-ylmethoxy)-2,4,6-trimethylbenzaldehyde